1-(((5s,7s)-3-(6-chloro-4-methylpyridin-3-yl)-2-oxo-1-oxa-3-azaspiro[4.5]decan-7-yl)methyl)-1H-benzo[d]imidazole-6-carbonitrile ClC1=CC(=C(C=N1)N1C(O[C@]2(C1)C[C@H](CCC2)CN2C=NC1=C2C=C(C=C1)C#N)=O)C